[C].C1(=C(C(=CC=C1)N)N)N Benzenetriamine carbon